C(C)(C)(C)OC(=O)N1CCN(CC1)CCN1[C@@H](CN(C[C@@H]1C)C1=NC=CC(=C1)Br)C 4-[2-[(2R,6S)-4-(4-bromo-2-pyridinyl)-2,6-dimethyl-piperazin-1-yl]ethyl]piperazine-1-carboxylic acid tert-butyl ester